tert-butyl 6-{3-[2-(methoxymethoxy)phenyl]pyrido[3,2-c]pyridazin-6-yl}-2,6-diazaspiro[3.3]heptane-2-carboxylate COCOC1=C(C=CC=C1)C1=CC2=C(N=N1)C=CC(=N2)N2CC1(CN(C1)C(=O)OC(C)(C)C)C2